iron(I) chloride [Fe]Cl